C1(CC1)OC1CN(C1)C1CCC(CC1)[C@@H](C)N1C(=C(C=2C1=NC=C(C2)F)C(=O)NCC=2C(NC(=CC2SC)C)=O)C 1-[(1R)-1-[4-[3-(Cyclopropoxy)azetidin-1-yl]cyclohexyl]ethyl]-5-fluoro-2-methyl-N-[(6-methyl-4-methylsulfanyl-2-oxo-1H-pyridin-3-yl)methyl]pyrrolo[2,3-b]pyridine-3-carboxamide